N1-(2-Benzyloctahydrocyclopenta[c]pyrrol-4-yl)-N3-(2-(4-methoxyphenyl)quinolin-4-yl)propane-1,3-diamine trihydrochloride Cl.Cl.Cl.C(C1=CC=CC=C1)N1CC2C(C1)C(CC2)NCCCNC2=CC(=NC1=CC=CC=C21)C2=CC=C(C=C2)OC